IC1=C(OC(=C1C)C)C(=O)OCC ethyl 3-iodo-4,5-dimethyl-furan-2-carboxylate